Dioxine-2-carbaldehyde O1C(=COC=C1)C=O